BrC1=CN=C(C=C1C(=O)N)C(F)(F)F 5-bromo-2-trifluoromethyl-isonicotinamide